C(C=C)(=O)N1CCN(CC1)C1=NC(=C(C=2CN(CCC12)C=1C=CC=C2C=CC=NC12)C#N)OC[C@H]1N(CCC1)C (S)-1-(4-acryloylpiperazin-1-yl)-3-((1-methylpyrrolidin-2-yl)methoxy)-6-(quinolin-8-yl)-5,6,7,8-tetrahydro-2,6-naphthyridine-4-carbonitrile